2-Trifluoromethylphenylboronic acid FC(C1=C(C=CC=C1)B(O)O)(F)F